6-fluoro-3-methyl-7-((4-(6-(methylcarbamoyl)pyridin-3-yl)piperazin-1-yl)methyl)pyrazolo[1,5-a]quinoxalin-4(5H)-one FC1=C2NC(C=3N(C2=CC=C1CN1CCN(CC1)C=1C=NC(=CC1)C(NC)=O)N=CC3C)=O